4-Amino-3-(difluoromethyl)pyrazol NC=1C(=NNC1)C(F)F